[(Z)-non-3-enyl] 5-bromopentanoate BrCCCCC(=O)OCC\C=C/CCCCC